O=C1N(C(=NC12CCCC2)CCC)CC2=CC=C(C=C2)C=2C=C(C=CC2C#N)C2=CC=CC=C2 4''-((4-oxo-2-propyl-1,3-diazaspiro[4.4]non-1-en-3-yl)methyl)-[1,1':3',1''-terphenyl]-4'-carbonitrile